2-(5-(3-(4-(4-fluorobenzoyl)-2-propylphenoxy)propoxy)-1H-indazol-1-yl)acetic acid FC1=CC=C(C(=O)C2=CC(=C(OCCCOC=3C=C4C=NN(C4=CC3)CC(=O)O)C=C2)CCC)C=C1